O=C1SCCC1NC(CCC)=O N-(tetrahydro-2-oxo-3-thienyl)butyramide